COC=1C=2N(C=CN1)C=C(N2)C2CCOCC2 8-methoxy-2-(tetrahydro-2H-pyran-4-yl)imidazo[1,2-a]pyrazine